C(C)C=1C(NC=2C=C(C=NC2C1)CN1CCN(CC1)C1=NC=C(C(=O)NCCO)C=C1)=O 6-(4-((7-ethyl-6-oxo-5,6-dihydro-1,5-naphthyridin-3-yl)methyl)piperazin-1-yl)-N-(2-hydroxyethyl)nicotinamide